N-(2-hydroxyethyl)-N,N-dimethylpropane-2-yn-1-aminium OCC[N+](CC#C)(C)C